N1N=CC2=CC(=CC=C12)NC1=NC(=NC=C1)C=1NC2=CC(=CC=C2C1)C(=O)NC(C)C 2-(4-((1H-indazol-5-yl)amino)pyrimidin-2-yl)-N-isopropyl-1H-indole-6-carboxamide